N-(5-(3-(piperidine-1-carbonyl)pyrazolo[1,5-a]pyridin-7-yl)pyridin-3-yl)pyrimidine-5-carboxamide N1(CCCCC1)C(=O)C=1C=NN2C1C=CC=C2C=2C=C(C=NC2)NC(=O)C=2C=NC=NC2